4-(3,3-dimethylazetidin-1-yl)-N-[(pyridin-4-yl)methyl]benzene-1-sulfonamide CC1(CN(C1)C1=CC=C(C=C1)S(=O)(=O)NCC1=CC=NC=C1)C